3-(4-(trifluoromethyl)-1H-pyrazol-1-yl)pyrazolo[1,5-a]pyrimidin-5(4H)-one FC(C=1C=NN(C1)C=1C=NN2C1NC(C=C2)=O)(F)F